CNC1=NC=CC=C1CO 2-(N-methylamino)-3-hydroxymethylpyridine